2-bromo-N1-(4-(1-cyclopropyl-5-fluoro-1H-indol-3-yl)-5-fluoropyrimidin-2-yl)-N4-(2-(dimethylamino)ethyl)-N4-methyl-5-nitrobenzene-1,4-diamine BrC1=C(C=C(C(=C1)N(C)CCN(C)C)[N+](=O)[O-])NC1=NC=C(C(=N1)C1=CN(C2=CC=C(C=C12)F)C1CC1)F